(3R,4S,5S,6R)-6-((trityloxy)methyl)tetrahydro-2H-pyran-2,3,4,5-tetraol C(C1=CC=CC=C1)(C1=CC=CC=C1)(C1=CC=CC=C1)OC[C@@H]1[C@H]([C@@H]([C@H](C(O1)O)O)O)O